3-(6,8-dichloro-2-ethyl-1,2,3,4-tetrahydroisoquinolin-4-yl)benzene-1-sulfonyl Chloride ClC=1C=C2C(CN(CC2=C(C1)Cl)CC)C=1C=C(C=CC1)S(=O)(=O)Cl